2-vinyl-4H-1,3-dithiine C(=C)C1SC=CCS1